6,6'-([1,1'-biphenyl]-2,4-diylbis(oxy))bis(3-nitropyridine) C1(=C(C=C(C=C1)OC1=CC=C(C=N1)[N+](=O)[O-])OC1=CC=C(C=N1)[N+](=O)[O-])C1=CC=CC=C1